6-amino-N-[(1S,2S)-2-({4-[3,3-dimethyl-1-(4-methylpiperazin-1-yl)-2,3-dihydro-1H-inden-5-yl]phenyl}methoxy)cyclopentyl]-6'-fluoro[3,3'-bipyridine]-5-carboxamide NC1=C(C=C(C=N1)C=1C=NC(=CC1)F)C(=O)N[C@@H]1[C@H](CCC1)OCC1=CC=C(C=C1)C=1C=C2C(CC(C2=CC1)N1CCN(CC1)C)(C)C